C(C)C(COC(CCCCCCCC(CCCCCCCCC)COC(CCCCCCCCCCC(CCCCCC)OC(CCCCC)=O)=O)=O)CCCC 9-(((12-(Hexanoyloxy)-octadecanoyl)-oxy)methyl)octadecanoic acid (2'-ethylhexyl)ester